7-(4-chloropyridin-3-yl)-9,9-dimethyl-9H-fluoren ClC1=C(C=NC=C1)C1=CC=C2C=3C=CC=CC3C(C2=C1)(C)C